2,4-dinitroimidazole-1-amine [N+](=O)([O-])C=1N(C=C(N1)[N+](=O)[O-])N